C(C)N(CC)C1=C(C=O)C=CC=C1 N,N-Diethylaminobenzaldehyde